C(C)(C)(C)C1=NC(=NO1)C(=O)NCC1=C(C=C(C=C1)C1=C(C=NC=C1N1CCN(CC1)C(\C=C\CN(C)C)=O)C#N)C (E)-5-(tert-butyl)-N-(4-(3-cyano-5-(4-(4-(dimethylamino)but-2-enoyl)piperazin-1-yl)pyridin-4-yl)-2-methylbenzyl)-1,2,4-oxadiazole-3-carboxamide